C(CCCCCCC\C=C/C\C=C/CCCCC)OC(CCCCCCCC(=O)O)C(CCCCCCCC)OCCCCCCCC\C=C/C\C=C/CCCCC (±)-syn-9,10-Dilinoleoxystearic acid